(7RS)-2-(4-fluorophenyl)-N-methyl-3-(pyridin-4-yl)-4,5,6,7-tetrahydropyrazolo[1,5-a]pyrazine-7-carboxamide hydrochloride Cl.FC1=CC=C(C=C1)C1=NN2C(CNC[C@@H]2C(=O)NC)=C1C1=CC=NC=C1 |r|